ClC1=NC=2N(C(=C1)N(C(OC(C)(C)C)=O)CC=1N=C3N(C(=CC(=C3)C(F)(F)F)C)C1)N=CC2C2CC2 tert-butyl (5-chloro-3-cyclopropylpyrazolo[1,5-a]pyrimidin-7-yl)((5-methyl-7-(trifluoromethyl)imidazo[1,2-a]pyridin-2-yl)methyl)carbamate